NC=1C2=C(N=CN1)N(C(=C2C2=CC=C(C=1OCOC12)F)C#CC1CN(C1)[C@@H]1[C@@H](CN(CC1)C(C=C)=O)O)CC 1-((3R,4S)-4-(3-((4-amino-7-ethyl-5-(7-fluorobenzo[d][1,3]dioxol-4-yl)-7H-pyrrolo[2,3-d]pyrimidin-6-yl)ethynyl)azetidin-1-yl)-3-hydroxypiperidin-1-yl)prop-2-en-1-one